N1C=C(C2=CC=CC=C12)CCNC1=NC(=CC(=N1)C=1C=NC=C(C#N)C1)NC(C)CC 5-(2-((2-(1H-indol-3-yl)ethyl)amino)-6-(sec-butylamino)pyrimidin-4-yl)nicotinonitrile